FC(C(=O)O)(F)F.FC(C(=O)O)(F)F.NCC(CC=1N(C(NN1)=O)C1=CC(=NC=C1)C1=CC=C(C=C1)N1CCNCC1)=C(F)F [2-(aminomethyl)-3,3-difluoro-allyl]-4-[2-(4-piperazin-1-ylphenyl)-4-pyridinyl]-1,2,4-triazol-3-one bistrifluoroacetate salt